FC=1C=C(C=CC1)C1=NC(=CC=C1/C=C/C(=O)NC1=CC=CC=2NC(NC21)=O)C(F)(F)F (E)-3-(2-(3-fluorophenyl)-6-(trifluoromethyl)pyridin-3-yl)-N-(2-oxo-2,3-dihydro-1H-benzo[d]imidazol-4-yl)acrylamide